N-({4-[2-(2-aminopyridin-3-yl)-5-phenylimidazo[4,5-b]pyridin-3-yl]phenyl}methyl)-2-(2-chloro-4-formyl-3-hydroxyphenyl)acetamide NC1=NC=CC=C1C1=NC=2C(=NC(=CC2)C2=CC=CC=C2)N1C1=CC=C(C=C1)CNC(CC1=C(C(=C(C=C1)C=O)O)Cl)=O